6-(2,4-dioxo-1H-pyrimidin-5-yl)-4-[(3S)-3-isopropylpyrrolidin-1-yl]pyridazine-3-carbonitrile O=C1NC=C(C(N1)=O)C1=CC(=C(N=N1)C#N)N1C[C@@H](CC1)C(C)C